2-(5-((5-chloro-2-((3R,4R)-4-((3-(2,6-dioxopiperidin-3-yl)-1-methyl-1H-indazol-6-yl)amino)-3-methylpiperidin-1-yl)pyrimidin-4-yl)amino)-2-fluorophenyl)-N-methylacetamide ClC=1C(=NC(=NC1)N1C[C@H]([C@@H](CC1)NC1=CC=C2C(=NN(C2=C1)C)C1C(NC(CC1)=O)=O)C)NC=1C=CC(=C(C1)CC(=O)NC)F